C(C1=CC=CC=C1)[C@H]1N(CCN(C1)S(=O)(=O)C)C1=C(C=C2C(=N1)C(=NN2)C)F (R)-5-(2-Benzyl-4-(methylsulfonyl)piperazin-1-yl)-6-fluoro-3-methyl-1H-pyrazolo[4,3-b]pyridine